3,6-dimethylaniline CC=1C=C(N)C(=CC1)C